N-(3-chloro-4-((5-nitropyridin-2-yl)oxy)pyridin-2-yl)-1,1-diphenylmethylamine ClC=1C(=NC=CC1OC1=NC=C(C=C1)[N+](=O)[O-])NC(C1=CC=CC=C1)C1=CC=CC=C1